Decavanadate [O-][V](=O)([O-])O[V]1(=O)O[V]2(=O)O[V]3(=O)O[V](=O)(O[V](=O)(O3)O[V](=O)([O-])[O-])O[V](=O)(O[V](=O)(O2)O1)O[V](=O)([O-])[O-]